(3,4-dimethylphenyl)-1-(phenylethynyl)-1,2,3,4-tetrahydroisoquinoline CC=1C=C(C=CC1C)C1(NCCC2=CC=CC=C12)C#CC1=CC=CC=C1